4-(3-chloropyridin-2-yl)-2-(trifluoromethyl)pyrimidine-5-carboxylic acid ClC=1C(=NC=CC1)C1=NC(=NC=C1C(=O)O)C(F)(F)F